2-bromo-1-((3R,5S,8R,9S,10S,13S,14S,17S)-3-hydroxy-3-((methoxy-d3)methyl-d2)-10,13-dimethylhexadecahydro-1H-cyclopenta[a]phenanthren-17-yl-17-d)ethan-1-one-2,2-d2 BrC(C(=O)[C@]1(CC[C@H]2[C@@H]3CC[C@H]4C[C@](CC[C@@]4([C@H]3CC[C@]12C)C)(C([2H])([2H])OC([2H])([2H])[2H])O)[2H])([2H])[2H]